COC([C@H](NC(=O)OC(C)(C)C)CSC1=CC(=C2C=C(C=CC(=C12)C)C(C)C)C)=O N-(tert-butoxycarbonyl)-S-(5-isopropyl-3,8-dimethyl-azulen-1-yl)-D-cysteine methyl ester